[O-2].[Na+].[Mn+2].[Cu+2].[Ni+2] nickel-copper-manganese sodium oxide